5-methyl-8-nitro-2-(4-(3-(m-tolyl)-1,2,4-oxadiazol-5-yl)piperidin-1-yl)-6-(trifluoromethyl)-4H-benzo[e][1,3]thiazin-4-one CC1=C(C=C(C2=C1C(N=C(S2)N2CCC(CC2)C2=NC(=NO2)C=2C=C(C=CC2)C)=O)[N+](=O)[O-])C(F)(F)F